n-butane sulfur [S].CCCC